ethyl 2-((1-ethynyl-3,3-difluorocyclobutyl)amino)-2-oxoacetate C(#C)C1(CC(C1)(F)F)NC(C(=O)OCC)=O